(4-fluoro-2-methyl-3-(3-(1-methyl-1H-pyrazol-4-yl)-1H-pyrazolo[3,4-c]pyridin-5-yl)benzyl)-3,3-dimethylcyclobutylamine FC1=C(C(=C(CNC2CC(C2)(C)C)C=C1)C)C=1C=C2C(=CN1)NN=C2C=2C=NN(C2)C